4-bromo-6-(1-tetrahydropyran-2-ylpyrazol-4-yl)pyrazolo[1,5-a]pyridine-3-carbonitrile BrC=1C=2N(C=C(C1)C=1C=NN(C1)C1OCCCC1)N=CC2C#N